OC1(CC(C1)C)C1=CC(=NC=C1)N1N=CC(=C1)S(=O)(=O)NC=1C=CC=C2C=NN(C12)C 1-(4-((1r,3r)-1-hydroxy-3-methyl-cyclobutyl)pyridin-2-yl)-N-(1-methyl-1H-indazol-7-yl)-1H-pyrazole-4-sulfonamide